[C-]#N.C(CCCCCC)[NH+]1CC(CC1)CCC 1-Heptyl-3-propylpyrrolidinium cyanid